tribromoindigane Br[In](Br)Br